Cl.ClC1=CC=C(C[C@@H]2N(C[C@@H]3COCCN3C2)C2CCN(CC2)C=2NC(=NN2)N)C=C1 5-(4-((7S,9aR)-7-(4-chlorobenzyl)hexahydropyrazino[2,1-c][1,4]oxazin-8(1H)-yl)piperidin-1-yl)-4H-1,2,4-triazol-3-amine hydrochloride